10-(2-(vinyloxy)ethyl)-10H-phenothiazine C(=C)OCCN1C2=CC=CC=C2SC=2C=CC=CC12